ClC=1C(=NC(=NC1)NC=1C=C(C=NC1)N1C(C2(CC1)CCNCC2)=O)C2=CC(=CC=C2)N2CCCC2 2-(5-((5-chloro-4-(3-(pyrrolidin-1-yl)phenyl)pyrimidin-2-yl)amino)pyridin-3-yl)-2,8-diazaspiro[4.5]decan-1-one